N1=CC=NC(=C1)O Pyrazin-5-ol